ClC=1C=C(C(=O)N[C@@H](C)C2=NC(=NN2C2=NC=C(C=C2)C#N)C2CC2)C=C(C1)C(F)(F)F 3-chloro-N-{(1S)-1-[1-(5-cyanopyridin-2-yl)-3-cyclopropyl-1H-1,2,4-triazol-5-yl]ethyl}-5-(trifluoromethyl)benzamide